(1s,3R,4S)-N,N-dimethyl-3,4-bis((9Z,12Z)-octadeca-9,12-dien-1-yloxy)cyclopentanamine CN(C1C[C@H]([C@H](C1)OCCCCCCCC\C=C/C\C=C/CCCCC)OCCCCCCCC\C=C/C\C=C/CCCCC)C